Methyl-3-{[(2RS)-2-{[4-bromo-1-(2-fluorophenyl)-5-(6-fluoropyridin-3-yl)-1H-pyrazol-3-yl]oxy}-2-ethoxyethanoyl]oxy}propanoat COC(CCOC([C@H](OCC)OC1=NN(C(=C1Br)C=1C=NC(=CC1)F)C1=C(C=CC=C1)F)=O)=O |r|